The molecule is an oligonucleotide comprised of five adenosine residues connected by 2'->5' phosphodiester linkages and with a triphosphate group at the 5' terminus. C1=NC(=C2C(=N1)N(C=N2)[C@H]3[C@@H]([C@@H]([C@H](O3)COP(=O)(O)O[C@@H]4[C@@H]([C@H](O[C@H]4N5C=NC6=C(N=CN=C65)N)COP(=O)(O)O[C@@H]7[C@@H]([C@H](O[C@H]7N8C=NC9=C(N=CN=C98)N)COP(=O)(O)O[C@@H]1[C@@H]([C@H](O[C@H]1N1C=NC2=C(N=CN=C21)N)COP(=O)(O)O[C@@H]1[C@@H]([C@H](O[C@H]1N1C=NC2=C(N=CN=C21)N)COP(=O)(O)OP(=O)(O)OP(=O)(O)O)O)O)O)O)O)O)N